C(C)(C)(C)OC(=O)N1CCC(CC1)C#CCO 4-(3-hydroxypropan-1-yn-1-yl)piperidine-1-carboxylic acid tert-butyl ester